5-chloro-4-((((2S,4S)-2-(3,3-dimethylbutyl)-4-hydroxypyrrolidin-2-yl)methyl)amino)-2-fluoro-N-(thiazol-2-yl)benzenesulfonamide ClC=1C(=CC(=C(C1)S(=O)(=O)NC=1SC=CN1)F)NC[C@]1(NC[C@H](C1)O)CCC(C)(C)C